3-({6-[5-Fluoro-3-(piperidin-4-yl)cinnolin-7-yl]-2-methylimidazo[1,2-b]pyridazin-8-yl}oxy)-N,N-dimethylpropan-1-amine FC1=C2C=C(N=NC2=CC(=C1)C=1C=C(C=2N(N1)C=C(N2)C)OCCCN(C)C)C2CCNCC2